1-amino-1,2,4-benzotriazole NN1N=CC2=C1C=CC=N2